N1=C2N(C=CC1=O)C=CC=C2 PYRIDO[1,2-A]PYRIMIDON